tert-butyl 6-hydroxy-3,4-dihydroisoquinoline-2(1H)-carboxylate OC=1C=C2CCN(CC2=CC1)C(=O)OC(C)(C)C